(S)-tert-butyl (1-(5-amino-1,2-dimethyl-1H-benzo[d]imidazol-4-yl)pyrrolidin-2-yl)methylcarbamate NC1=C(C2=C(N(C(=N2)C)C)C=C1)N1[C@@H](CCC1)CNC(OC(C)(C)C)=O